NC(CC)C1=NC(=CC2=C1CN(C2=O)C2=NC(=CC=C2)C2=NN=CN2CCC)N(C)C 4-[(1ξ)-1-aminopropyl]-6-(dimethyl-amino)-2-[6-(4-propyl-4H-1,2,4-triazol-3-yl)pyridin-2-yl]-2,3-dihydro-1H-pyrrolo[3,4-c]pyridin-1-one